(6-(cyclopropylmethyl)-6H-furo[2,3-b]pyrrol-5-yl)methanol C1(CC1)CN1C2=C(C=C1CO)C=CO2